4-(4-(5-fluorobenzofuran-3-yl)thiophene-2-yl)-4-oxobutyric acid methyl ester COC(CCC(=O)C=1SC=C(C1)C1=COC2=C1C=C(C=C2)F)=O